4-(3-Bromopropyl)-2-(2,4-dioxotetrahydropyrimidin-1(2H)-yl)isoindoline-1,3-dione BrCCCC1=C2C(N(C(C2=CC=C1)=O)N1C(NC(CC1)=O)=O)=O